1-((2S,3S,4aR,5R,7S,8S,8aS)-8-(benzyloxy)-2,3,7-trimethoxy-2,3-dimethylhexahydro-5H-pyrano[3,4-b][1,4]dioxin-5-yl)prop-2-en-1-ol C(C1=CC=CC=C1)O[C@@H]1[C@H](O[C@@H]([C@H]2O[C@]([C@@](O[C@@H]21)(C)OC)(C)OC)C(C=C)O)OC